5-bromo-4-chloro-3-indolyl phosphate disodium salt [Na+].[Na+].P(=O)(OC1=CNC2=CC=C(C(=C12)Cl)Br)([O-])[O-]